NC=1C=2N(C=C(N1)C1=CC(=C(C(=O)NC=3C(=NNC3Cl)C)C=C1F)OC(C)C)C=CN2 4-(8-aminoimidazo[1,2-a]pyrazin-6-yl)-N-(5-chloro-3-methyl-1H-pyrazol-4-yl)-5-fluoro-2-isopropoxybenzamide